4-amino-N-((5R)-2-bromo-5,8-dihydro-6H-pyrano[3,4-b]-pyridin-5-yl)-N,1-dimethyl-1H-pyrazolo[4,3-c]quinoline-8-carboxamide NC1=NC=2C=CC(=CC2C2=C1C=NN2C)C(=O)N(C)[C@H]2COCC1=NC(=CC=C12)Br